1-(5-iodo-2-((R)-3-methylmorpholino)-7-(1-(tetrahydro-2H-pyran-2-yl)-1H-pyrazol-5-yl)imidazo[1,5-b]pyridazin-4-yl)cyclohexane-1-carbonitrile IC=1N=C(N2N=C(C=C(C21)C2(CCCCC2)C#N)N2[C@@H](COCC2)C)C2=CC=NN2C2OCCCC2